N[C@@H](CCC(=O)N)C (4R)-4-Aminopentanamide